4-(3,5-Dimethoxybenzyl)-9-(4-fluoro-2-methylphenyl)-7-((2-iminooxazol-3(2H)-yl)methyl)-3,4-dihydrobenzo[f][1,4]oxazepin-5(2H)-one COC=1C=C(CN2CCOC3=C(C2=O)C=C(C=C3C3=C(C=C(C=C3)F)C)CN3C(OC=C3)=N)C=C(C1)OC